C(C=1C(C(=O)O)=CC=CC1)(=O)O.C1C(C)O1 propylene oxide phthalate